SCCOCOCCS bis(β-mercaptoethoxy)methane